C(CCCCCCCCCCCCCCCCC)O[Sn]OCCCCCCCCCCCCCCCCCC distearoxytin